3-methyl-1-phenyl-5-[[4-[2-(2-piperidyl)ethyl]phenoxy]methyl]pyrazole CC1=NN(C(=C1)COC1=CC=C(C=C1)CCC1NCCCC1)C1=CC=CC=C1